chloromethyl-methyl-diacetyloxy-silane ClC[Si](OC(C)=O)(OC(C)=O)C